(R)-3-(3-chloro-4-fluorophenyl)-1-(2-cyanoethyl)-1-(1-(1-oxo-1,2-dihydroisoquinolin-4-yl)ethyl)urea ClC=1C=C(C=CC1F)NC(N([C@H](C)C1=CNC(C2=CC=CC=C12)=O)CCC#N)=O